OC(CC(C(C#N)C1=CC=CC=C1)C1=CC=CC=C1)C 5-hydroxy-2,3-diphenylhexanenitrile